N-(4-chloro-3-{4-[6-(difluoromethoxy)pyridin-3-yl]-6-oxo-1,6-dihydropyrimidin-2-yl}benzyl)propanamide ClC1=C(C=C(CNC(CC)=O)C=C1)C=1NC(C=C(N1)C=1C=NC(=CC1)OC(F)F)=O